potassium (S)-((4-(t-butoxycarbonyl)-2-methylpiperazin-1-yl)methyl)trifluoroborate C(C)(C)(C)OC(=O)N1C[C@@H](N(CC1)C[B-](F)(F)F)C.[K+]